N-(3-fluorophenyl)-N-((5-(5-(trifluoromethyl)-1,2,4-oxadiazol-3-yl)pyridin-2-yl)methyl)tetrahydro-2H-pyran-4-carboxamide FC=1C=C(C=CC1)N(C(=O)C1CCOCC1)CC1=NC=C(C=C1)C1=NOC(=N1)C(F)(F)F